6-Tetradecene CCCCCC=CCCCCCCC